ruthenium tris[bipyridyl] N1=C(C=CC=C1)C1=NC=CC=C1.N1=C(C=CC=C1)C1=NC=CC=C1.N1=C(C=CC=C1)C1=NC=CC=C1.[Ru]